NC1=CC(=C2C(CCO2)=C1C#N)C=1SC=C(C1)C(C)C 5-Amino-7-(4-isopropylthiophen-2-yl)-2,3-dihydrobenzofuran-4-carbonitrile